(ethyl)Caproic acid C(C)C(C(=O)O)CCCC